2-((2R,4S)-1-(6-bromopyrimidin-4-yl)-4-((tert-butyldimethylsilyl)oxy)pyrrolidin-2-yl)-6-cyclopropylimidazo[1,2-b]pyridazine BrC1=CC(=NC=N1)N1[C@H](C[C@@H](C1)O[Si](C)(C)C(C)(C)C)C=1N=C2N(N=C(C=C2)C2CC2)C1